ClC1=NC=C(C(=N1)NC=1C=C(C=CC1)NC(OC(C)(C)C)=O)C1=CC=C(C=C1)C(F)(F)F tert-butyl (3-((2-chloro-5-(4-(trifluoromethyl)phenyl)pyrimidin-4-yl)amino)phenyl)carbamate